ClC1=NC=CC=C1S(=O)(=O)N1[C@H]([C@H](CCC1)C(=O)NC1=CC(=C(C=C1)C)C(F)(F)F)C1=CC=C(C=C1)NC1CCCC1 (2R,3S)-1-((2-chloropyridin-3-yl)sulfonyl)-2-(4-(cyclopentylamino)phenyl)-N-(4-methyl-3-(trifluoromethyl)phenyl)piperidine-3-carboxamide